CC1(CC(C1)OCCO)C(=O)O methyl-3-(2-hydroxyethoxy)cyclobutanecarboxylic acid